4-(4-bromophenyl)-2-hydroxybutanoic acid BrC1=CC=C(C=C1)CCC(C(=O)O)O